3-[2-[(6-bromo-2-pyridinyl)oxymethyl]-5-chloro-phenyl]propionic acid ethyl ester C(C)OC(CCC1=C(C=CC(=C1)Cl)COC1=NC(=CC=C1)Br)=O